C(C)(C)(C)N(C(=O)OCC1=CC(=CC=C1)C1=NC=C(C=N1)Br)CCCOC1=CC=C(C=C1)C(C)(C)C1=CC=C(C=C1)OCC=1OC=C(N1)CO (3-(5-bromopyrimidin-2-yl)phenyl)methanol tert-butyl-(3-(4-(2-(4-((4-(hydroxylmethyl)oxazol-2-yl)methoxy)phenyl)propan-2-yl)phenoxy)propyl)carbamate